ClC1=CC2=C(N=C(O2)NC2=NC3=C(N2C)C=CC(=C3)C(=O)O)C=C1 ((6-chlorobenzo[d]oxazol-2-yl)amino)-1-methyl-1H-benzo[d]imidazole-5-carboxylic acid